C(C=C)N(S(=O)(=O)C1=C(C(=C(C(=C1)F)F)F)F)C1=CC(=C(C=C1)OC)F N-allyl-2,3,4,5-tetrafluoro-N-(3-fluoro-4-methoxyphenyl)benzenesulfonamide